C(C)(=O)C=1C=C(C=C2C(N(C(=NC12)SCC1=CC(=C(C=C1)Cl)OC(F)(F)F)C)=O)C 8-acetyl-2-((4-chloro-3-(trifluoromethoxy)benzyl)thio)-3,6-dimethylquinazolin-4(3H)-one